1-(2-fluorophenyl)-3-(4-(((2-(trifluoromethyl)pyridin-3-yl)methyl)amino)pyrido[2,3-d]pyrimidin-2-yl)urea FC1=C(C=CC=C1)NC(=O)NC=1N=C(C2=C(N1)N=CC=C2)NCC=2C(=NC=CC2)C(F)(F)F